C(CCC)OC1=CC(=C(C=C1)C1=NC(=NC(=N1)C1=C(C=C(C=C1)OCCCC)O)C1=C(C=C(C=C1)OCCCC)OCCCC)O 2,4-bis(4-butoxy-2-hydroxyphenyl)-6-(2,4-dibutoxyphenyl)-1,3,5-triazine